1-(3-(1-(azetidin-3-yl)-1H-pyrazol-4-yl)prop-2-ynyl)-3-(2,4-bis(trifluoromethyl)phenyl)-7-fluoro-4,5-dihydro-1H-benzo[b]azepin-2(3H)-one N1CC(C1)N1N=CC(=C1)C#CCN1C2=C(CCC(C1=O)C1=C(C=C(C=C1)C(F)(F)F)C(F)(F)F)C=C(C=C2)F